C1C2=C(C(NS1=O)=O)C=CC=C2 benzo[d][1,2]thiazin-4(1H)-one 2-oxide